COC1=CC=C(COC2=NC=NC3=CC=CC=C23)C=C1 4-((4-methoxybenzyl)oxy)quinazolin